OC=1C(=CC(=C(C(=O)OC)C1)C)I Methyl 5-hydroxy-4-iodo-2-methylbenzoate